FC(C(C(C(C(C(C(F)(F)F)(F)F)(F)F)(F)F)(F)F)(F)F)(F)OC(C(C(C(C(C(C(F)(F)F)(F)F)(F)F)(F)F)(F)F)(F)F)(F)F perfluoro-heptyl ether